tert-butyl N-(4-{4-[2-(2,6-dioxopiperidin-3-yl)-1-oxo-3H-isoindol-5-yl]piperazine-1-carbonyl}bicyclo[2.2.2]octan-1-yl)carbamate O=C1NC(CCC1N1C(C2=CC=C(C=C2C1)N1CCN(CC1)C(=O)C12CCC(CC1)(CC2)NC(OC(C)(C)C)=O)=O)=O